2-(5-(((1S,2S,3R,5R)-2-fluoro-9-azabicyclo[3.3.1]nonan-3-yl)(methyl)amino)pyrazin-2-yl)-5-(1-methyl-1H-pyrazol-4-yl)phenol F[C@H]1[C@@H]2CCC[C@H](C[C@H]1N(C=1N=CC(=NC1)C1=C(C=C(C=C1)C=1C=NN(C1)C)O)C)N2